NC1=C2C(=NC(=N1)F)N(N=C2C)[C@H]2C[C@@H]([C@](O2)(CO)C#C)O (2R,3S,5R)-5-(4-amino-6-fluoro-3-methyl-1H-pyrazolo[3,4-d]pyrimidin-1-yl)-2-ethynyl-2-(hydroxymethyl)tetrahydrofuran-3-ol